ClC1=C(C=CC=C1)N1C(NC(C2=CC(=C(C=C12)C1CC1)C=C)=O)=O 1-(2-chlorophenyl)-7-cyclopropyl-6-vinylquinazoline-2,4(1H,3H)-dione